C(C)(C)(C)N1[C@@H](C[C@H](CCCC1)C#N)CO[Si](C1=CC=CC=C1)(C1=CC=CC=C1)C(C)(C)C tert-butyl-(2S,4S)-2-(((tert-butyldiphenylsilyl)oxy)methyl)-4-cyanoazocane